2,4-bis(hydroxymethyl)-3-oxopentan-1,5-diol OCC(CO)C(C(CO)CO)=O